ClC=1C=C(C=C(C1)Cl)N1CCN(CC1)S(=O)(=O)C1=CC=C(C=C1)NC(=O)C=1C=C(C=CC1N(S(=O)(=O)C)C)/C=C/C(=O)O (E)-3-(3-((4-((4-(3,5-dichlorophenyl)piperazin-1-yl)sulfonyl)phenyl)carbamoyl)-4-(N-methylmethylsulfonamido)phenyl)acrylic acid